cyclohexenedion oxime C1(C(C=CCC1)=O)=NO